2-(4-(4-(dimethylamino)piperidin-1-yl)-3-methoxyphenyl)-5-isopropyl-N4-(1-methylcyclopropyl)thieno[2,3-d]pyrimidine-2,4-diamine CN(C1CCN(CC1)C1=C(C=C(C=C1)C1(N=C(C2=C(N1)SC=C2C(C)C)NC2(CC2)C)N)OC)C